2-AMINO-3-METHYL-HEXANOIC ACID NC(C(=O)O)C(CCC)C